F[C@@H]1C[C@H](N(C1)C(CC1=NN(C(N1)=O)C)=O)C(=O)N[C@@H](C1=CC=CC=C1)C1=NC(=C(C=C1)C(C)C)F (2S,4R)-4-fluoro-N-[(S)-[6-fluoro-5-(propan-2-yl)pyridin-2-yl](phenyl)methyl]-1-[2-(1-methyl-5-oxo-4,5-dihydro-1H-1,2,4-triazol-3-yl)acetyl]pyrrolidine-2-carboxamide